O1N=CC2=C1C=CC(=C2)COC2CC1(C(N3C(O1)CC[C@H]3C3=NC=CN=C3)=O)C2 (5'S)-3-[(1,2-benzoxazol-5-yl)methoxy]-5'-(pyrazin-2-yl)tetrahydro-3'H-spiro[cyclobutane-1,2'-pyrrolo[2,1-b][1,3]oxazol]-3'-one